OC1=CC=C(C=C1)C(C)(C1=CC=C(C=C1)O)C1=CC=C(C=C1)O 1-hydroxy-4-[1,1-bis(4-hydroxyphenyl)ethyl]benzene